3-methoxy-N-methyl-N-(piperidin-4-yl)benzamide COC=1C=C(C(=O)N(C2CCNCC2)C)C=CC1